C(C)OC(=O)C=1NC=CC1NCC1=CC(=C(C=C1)Cl)C1N(CCC1)C 3-((4-chloro-3-(1-methylpyrrolidin-2-yl)benzyl)amino)-1H-pyrrole-2-carboxylic acid ethyl ester